N-(2-((3-(4-(((1S,4S)-4-(dimethyl-amino)cyclohexyl)amino)-1-(2,2,2-trifluoroethyl)-1H-indol-2-yl)prop-2-yn-1-yl)oxy)-5-(methyl-sulfonyl)phenyl)acetamide CN(C1CCC(CC1)NC1=C2C=C(N(C2=CC=C1)CC(F)(F)F)C#CCOC1=C(C=C(C=C1)S(=O)(=O)C)NC(C)=O)C